7-(hydroxymethyl)-3-methyl-3,5-dihydro-4H-pyrazolo[3,4-c]quinolin-4-one OCC=1C=CC=2C3=C(C(NC2C1)=O)N(N=C3)C